cyclopentyl (1-(2,2,2-trifluoroethyl)cyclopropyl)carbamate FC(CC1(CC1)NC(OC1CCCC1)=O)(F)F